4-methylbenzyl methacrylate C(C(=C)C)(=O)OCC1=CC=C(C=C1)C